(1R,3S,5R)-2-azabicyclo[3.1.0]hexane-3-carboxylic acid methyl ester hydrochloride Cl.COC(=O)[C@H]1N[C@@H]2C[C@@H]2C1